CN(C1(CCC2(CN(C(N2)=O)CC2=C(C=CC=C2)OC)CC1)C1=CC=CC=C1)C cis-8-dimethylamino-3-[(2-methoxyphenyl)-methyl]-8-phenyl-1,3-diazaspiro[4.5]decan-2-one